O\N=C(/N)\C1=CC=C(CNC([C@H](C)NC(=O)[C@@H]2N(CC[C@@H](C2)C2=CC=CC=C2)C(=O)OC(C)(C)C)=O)C=C1 tert-butyl (2R,4S)-2-(((S)-1-((4-((Z)-N'-hydroxycarbamimidoyl)benzyl)amino)-1-oxopropan-2-yl)carbamoyl)-4-phenylpiperidine-1-carboxylate